4-(4-(4-(1-acryloylazetidin-3-yl)piperazin-1-yl)phenyl)-6-(1-(methyl-d3)-1H-pyrazol-4-yl)pyrazolo[1,5-a]pyridine-3-carbonitrile C(C=C)(=O)N1CC(C1)N1CCN(CC1)C1=CC=C(C=C1)C=1C=2N(C=C(C1)C=1C=NN(C1)C([2H])([2H])[2H])N=CC2C#N